ClC=1C=C(C=CC1)C(CC1=NC(=NC(=N1)N[C@@H](CO)CC(C)C)NS(=O)(=O)C)C N-(4-(2-(3-chlorophenyl)propyl)-6-(((R)-1-hydroxy-4-methylpent-2-yl)amino)-1,3,5-triazin-2-yl)methanesulfonamide